ClC1=C(C=CC=C1)C1=C(C=NC(=C1)OC)S(=O)(=O)N1CCC(CC1)(C(=O)NC\C=C/C#N)F (Z)-1-((4-(2-chlorophenyl)-6-methoxypyridin-3-yl)sulfonyl)-N-(3-cyanoallyl)-4-fluoropiperidine-4-carboxamide